OCCS(=O)(=O)NC1=CC(=C(C(=O)NC=2C=CC3=C(N(C(S3)=O)S(=O)(=O)C)C2)C=C1)N1CCC2(CC2)CC1 4-((2-hydroxyethyl)sulfonamido)-N-(3-(methylsulfonyl)-2-oxo-2,3-dihydrobenzo[d]thiazol-5-yl)-2-(6-azaspiro[2.5]octan-6-yl)benzamide